COC(=O)C1(OC2=C(C(=C(C(=C2CC1)C)O)C)C)C 6-hydroxy-2,5,7,8-tetramethyl-chromane-2-carboxylic acid methyl ester